3-(5-(2-(1H-1,2,3-triazol-1-yl)acetyl)-2-isopropoxyphenyl)-2-((4-(2-(4-chlorophenoxy)acetyl)piperazin-1-yl)methyl)quinazolin-4(3H)-one N1(N=NC=C1)CC(=O)C=1C=CC(=C(C1)N1C(=NC2=CC=CC=C2C1=O)CN1CCN(CC1)C(COC1=CC=C(C=C1)Cl)=O)OC(C)C